N-(6-(1-(2-chloroethyl)-7-hydroxy-1H-pyrrolo[2,3-c]pyridin-3-yl)-1-(4-fluorobenzyl)-1H-indol-4-yl)ethanesulfonamide ClCCN1C=C(C=2C1=C(N=CC2)O)C2=CC(=C1C=CN(C1=C2)CC2=CC=C(C=C2)F)NS(=O)(=O)CC